6-(3-chloro-6-(difluoromethyl)-2-fluorophenyl)-N-(1-((4-methoxy-2-((1r,5s)-2-oxo-3-azabicyclo[3.1.0]hex-3-yl)pyrimidin-5-yl)methyl)-1H-pyrazol-4-yl)-3-methylpyrazine-2-carboxamide ClC=1C(=C(C(=CC1)C(F)F)C1=CN=C(C(=N1)C(=O)NC=1C=NN(C1)CC=1C(=NC(=NC1)N1C([C@@H]2C[C@@H]2C1)=O)OC)C)F